6-chloro-N2-(2-(1-(difluoromethyl)-1H-pyrazol-3-yl)propan-2-yl)-1,3,5-triazine-2,4-diamine ClC1=NC(=NC(=N1)NC(C)(C)C1=NN(C=C1)C(F)F)N